8-Bromo-2-(5,7-dihydro-6H-pyrrolo[3,4-b]pyridin-6-yl)-3,6-dimethylquinazolin-4(3H)-one BrC=1C=C(C=C2C(N(C(=NC12)N1CC2=NC=CC=C2C1)C)=O)C